C(CC)OCC1OC1 2-propoxymethyl-oxirane